COC1=CC(=CC=2C(C(OC21)C2=CC(=C1C(=C2)OCO1)OC)C)C=CC 2,3-dihydro-7-methoxy-2-(3-methoxy-4,5-methylenedioxyphenyl)-3-methyl-5-(1-propenyl)benzofuran